4-({7-bromo-2-[(2-methyl-1H-benzo[d]imidazol-6-yl)amino]quinazolin-8-yl}oxy)cyclohexanol BrC1=CC=C2C=NC(=NC2=C1OC1CCC(CC1)O)NC=1C=CC2=C(NC(=N2)C)C1